(S)-1-(6-(2-((2,5-bis(trifluoromethyl)pyrazolo[1,5-a]pyrimidin-7-yl)amino)-1-(4-fluorophenyl)ethyl)-2,6-diazaspiro[3.3]heptane-2-carbonyl)cyclopropane-1-carbonitrile FC(C1=NN2C(N=C(C=C2NC[C@H](C2=CC=C(C=C2)F)N2CC3(CN(C3)C(=O)C3(CC3)C#N)C2)C(F)(F)F)=C1)(F)F